sodium 1-(sulfonylamino)propan-2-ol S(=O)(=O)=NCC(C)O.[Na]